CCCCC/C=C\\C/C=C\\CCCCCCCC(=O)OC[C@H](COP(=O)(O)OCCN)OC(=O)CCCCCCC/C=C\\C/C=C\\CCCCC The molecule is a 1,2-diacyl-sn-glycero-3-phosphoethanolamine in which the acyl substituent both at positions 1 and 2 is specified as (9Z,12Z)-octadecadienoyl respectively. It has a role as a mouse metabolite. It derives from a linoleic acid.